C(C1=CC=CC=C1)OC(N(C=1C=C(C=CC1)C)CC1=NC=CC=C1)=O (pyridin-2-ylmethyl)(m-tolyl)carbamic acid benzyl ester